N-(pyridin-3-ylmethyl)-1,3-thiazole-5-carboxamide N1=CC(=CC=C1)CNC(=O)C1=CN=CS1